C1N(CCC2=CC=CC=C12)[C@H]1[C@@H](CN(CC1)C(=O)C1=CC(=NC(=N1)C1=CN=CS1)NC1CN(C1)C(C)=O)O 1-(3-((6-((3R,4R)-4-(3,4-dihydroisoquinolin-2(1H)-yl)-3-hydroxypiperidine-1-carbonyl)-2-(thiazol-5-yl)pyrimidin-4-yl)amino)azetidin-1-yl)ethan-1-one